5-chloro-6-((4'-fluorospiro[benzo[d][1,3]dioxole-2,1'-cyclohexane]-4'-yl)methoxy)pyridine-3-sulfonamide ClC=1C=C(C=NC1OCC1(CCC2(CC1)OC1=C(O2)C=CC=C1)F)S(=O)(=O)N